1-(2-Hydroxy-6-methoxy-4-propoxyphenyl)-3-(4-methoxyphenyl)prop-2-en-1-one OC1=C(C(=CC(=C1)OCCC)OC)C(C=CC1=CC=C(C=C1)OC)=O